tert-butyl (tert-butoxycarbonyl)(6-fluoro-5-((((1r,3r)-3-((2-(trifluoromethyl)pyridin-4-yl)oxy)cyclobutyl)amino)methyl)isoquinolin-3-yl)carbamate C(C)(C)(C)OC(=O)N(C(OC(C)(C)C)=O)C=1N=CC2=CC=C(C(=C2C1)CNC1CC(C1)OC1=CC(=NC=C1)C(F)(F)F)F